C=CC(CCCCC)C1C(=O)OC(C1)=O 2-(1-octen-3-yl)succinic anhydride